ClC1=C(C=C(C=C1)NC(=O)[C@@H]1CN(C[C@@H](C1)CO)C(=O)N1C[C@@H](N([C@@H](C1)C)C)C)F (3S,5R)-N-(4-chloro-3-fluorophenyl)-5-(hydroxymethyl)-1-((3S,5R)-3,4,5-trimethylpiperazine-1-carbonyl)piperidine-3-carboxamide